[Na+].[Ca+2].[Si]([O-])([O-])([O-])[O-].[Al+3] aluminum silicate calcium sodium salt